1-(Methoxymethyl)-2-(triethylsilyl)-1H-indole COCN1C(=CC2=CC=CC=C12)[Si](CC)(CC)CC